CCCCCCCCCCCC[C@H]([C@H]([C@H](CO)N)O)O The molecule is a sphingoid that is C16 sphinganine bearing an additional 4R-hydroxy substituent. It derives from a hexadecasphing-4-enine. It is a conjugate base of a C16 phytosphingosine(1+).